5-(4-((8-bromo-2-methyl-3-oxo-3,4-dihydroquinoxalin-6-yl)methyl)piperazin-1-yl)-N-methylpicolinamide BrC=1C=C(C=C2NC(C(=NC12)C)=O)CN1CCN(CC1)C=1C=CC(=NC1)C(=O)NC